CC1(OB(OC1(C)C)C1=CC=C(OCC=2C=C(C=NC2)C2(COC2)O)C=C1)C 3-(5-((4-(4,4,5,5-tetramethyl-1,3,2-dioxaborolan-2-yl)phenoxy)methyl)pyridin-3-yl)oxetan-3-ol